Ethyl (2-methyl-5-(5-methylfuran-2-yl)phenyl)glycinate CC1=C(C=C(C=C1)C=1OC(=CC1)C)NCC(=O)OCC